C(CC)OCCCOC(C=C)=O Propoxypropylacrylat